(R)-tert-butyl (1-(3-methyl-5-(trifluoromethyl)pyridin-2-yl)piperidin-3-yl)carbamate CC=1C(=NC=C(C1)C(F)(F)F)N1C[C@@H](CCC1)NC(OC(C)(C)C)=O